FC(C(=O)N1CCC(CC1)NS(=O)(=O)C1=CC=C(C=C1)S(=O)(=O)Cl)(F)F 4-(N-(1-(2,2,2-trifluoroacetyl)piperidin-4-yl)sulfamoyl)benzenesulfonyl chloride